tert-butyl N-(1H-pyrazol-4-ylmethyl)carbamate CC(C)(C)OC(=O)NCC1=CNN=C1